C1(CC1)C1=NC(=CC(=N1)C(=O)NC1=CC(=CC=C1)C1(COC1)CC1=NN=CN1C)OC 2-cyclopropyl-6-methoxy-N-(3-(3-((4-methyl-4H-1,2,4-triazol-3-yl)methyl)oxetan-3-yl)phenyl)pyrimidine-4-carboxamide